imidazolidine chloride salt [Cl-].N1CNCC1